4-(((3-azabicyclo[3.1.0]hexan-3-yl)sulfonyl)carbamoyl)-5-(dimethylamino)-2-fluorobenzoic acid C12CN(CC2C1)S(=O)(=O)NC(=O)C1=CC(=C(C(=O)O)C=C1N(C)C)F